C1OCC=2C(NC=CC21)=O 3,5-dihydro-1H-furano[3,4-c]pyridin-4-one